tert-butyl ((7-((tert-butoxycarbonyl)(furan-2-ylmethyl)amino)-5-chlorothieno[3,2-b]pyridin-2-yl)methyl)(methyl)carbamate C(C)(C)(C)OC(=O)N(C1=C2C(=NC(=C1)Cl)C=C(S2)CN(C(OC(C)(C)C)=O)C)CC=2OC=CC2